Cl.C12=C(NCC2C1)N 3-Azabicyclo[3.1.0]hexene-2-amine Hydrochloride